C(C)OC(/C=C/C1=C(C=NN1CC1=CC=C(C=C1)OC)C(=O)OCC1=CC=C(C=C1)OC)=O 4-methoxybenzyl (E)-5-(3-ethoxy-3-oxoprop-1-en-1-yl)-1-(4-methoxybenzyl)-1H-pyrazole-4-carboxylate